Cl.Cl.C1N(CCC2=CC=CC=C12)C[C@H](CN1CCOC2=C(C1=O)C=CC(=C2)CN2CCNCC2)O 4-[(2R)-3-(3,4-dihydro-1H-isoquinolin-2-yl)-2-hydroxy-propyl]-8-(piperazin-1-ylmethyl)-2,3-dihydro-1,4-benzoxazepin-5-one dihydrochloride